ClC=1C=C(C(=O)NC2=NNC(=C2)C2=NC3=C(N2)C(=CC(=C3)OC)F)C=CC1OC 3-chloro-N-[5-(7-fluoro-5-methoxy-1H-benzimidazol-2-yl)-1H-pyrazol-3-yl]-4-methoxy-benzamide